CCCCCCCCCCCCCCCC(=O)CC(=O)CCCCCCCCCCCCC The molecule is a beta-diketone that is hentriacontane in which the hydrogens at position 14 and 16 are replaced by oxo groups. It derives from a hydride of a hentriacontane.